C(C)(C)C1=NNC(C2=CC(=CC=C12)C(F)(F)F)=O 4-isopropyl-7-(trifluoromethyl)phthalazin-1(2H)-one